N1C(C=CC=C1)=O (S)-(-)-2-pyridone